6-(4-(2-([1,1'-biphenyl]-4-yl)ethyl)-4H-thieno[3,2-b]pyrrole-3-carboxamido)spiro[3.3]heptane-2-carboxylic acid C1(=CC=C(C=C1)CCN1C2=C(C=C1)SC=C2C(=O)NC2CC1(CC(C1)C(=O)O)C2)C2=CC=CC=C2